C1(CCC1)C1=CC=C2C(=C(C(NC2=C1)=O)C(=O)O)C(F)(F)F 7-cyclobutyl-2-oxo-4-(trifluoromethyl)-1H-quinoline-3-carboxylic acid